1-(4-{6-bromo-1-methylimidazo[4,5-b]pyrazin-2-yl}piperidin-1-yl)ethanone BrC1=CN=C2C(=N1)N(C(=N2)C2CCN(CC2)C(C)=O)C